Racemic-N-(6-bromo-7-chloroisoquinolin-3-yl)-7-oxaspiro[3.5]nonane-1-carboxamide BrC=1C=C2C=C(N=CC2=CC1Cl)NC(=O)[C@@H]1CCC12CCOCC2 |r|